C(C)[C@]1(C(OCC=2C(N3CC=4N5C6=C(C=C(C=C6C(C4C3=CC21)=O)F)C(CC5)=O)=O)=O)O (S)-9-ethyl-5-fluoro-9-hydroxy-1,2,12,15-tetrahydro-3H,7H,13H-pyrano[3',4':6,7]indolizino[2,1-b]pyrido[3,2,1-ij]quinoline-3,7,10,13(9H)-tetraone